6,7-dihydro-5H-pyrrolo[1,2-b][1,2,4]triazole-2-carboxylate N1=C2N(N=C1C(=O)[O-])CCC2